COC1=CC=C(C=C1)N2C3=C(CCN(C3=O)C4=CC=C(C=C4)N5CCCCC5=O)C(=N2)C(=O)N The molecule is a pyrazolopyridine that is 7-oxo-4,5,6,7-tetrahydro-1H-pyrazolo[3,4-c]pyridine-3-carboxamide substituted at position 1 by a 4-methoxyphenyl group and at position 6 by a 4-(2-oxopiperidin-1-yl)phenyl group. It is used for the prevention and treatment of thromboembolic diseases. It has a role as an anticoagulant and an EC 3.4.21.6 (coagulation factor Xa) inhibitor. It is a pyrazolopyridine, a member of piperidones, a lactam and an aromatic ether.